C(C(C)C)[C@@H]1C(N2[C@@H](N(O1)C(\C=C\C1=NC3=CC=CC=C3C=C1)=O)CN(C([C@@H]2CC(C)C)=O)CCC(=O)N)=O 3-((3R,6S,9aS)-3,6-diisobutyl-4,7-dioxo-1-((E)-3-(quinolin-2-yl)acryloyl)hexahydropyrazino[2,1-c][1,2,4]oxadiazin-8(1H)-yl)propanamide